Ethyl (S)-2-(4-(6-((4-bromo-2-fluorobenzyl)oxy)pyridin-2-yl)-2,5-difluorobenzyl)-4-fluoro-1-(oxetan-2-ylmethyl)-1H-benzo[d]imidazole-6-carboxylate BrC1=CC(=C(COC2=CC=CC(=N2)C2=CC(=C(CC3=NC4=C(N3C[C@H]3OCC3)C=C(C=C4F)C(=O)OCC)C=C2F)F)C=C1)F